CS(=O)(=O)OCC1N(C2=C(C=C(C=C2C1)C(NC1=CC=C(C=C1)OC(F)(F)Cl)=O)Br)C(C)C (7-bromo-5-((4-(chlorodifluoromethoxy)phenyl) carbamoyl)-1-isopropylindolin-2-yl)methyl methanesulfonate